C(C)(C)(C)CC(=O)C1=CC=CC=C1 2-tertiary-butyl-acetophenone